2-(2,4-difluorophenyl)-5-methylpyridine (1S,2S)-2-{[(benzyloxy)carbonyl]amino}-4,4-difluorocyclohexyl-acetate C(C1=CC=CC=C1)OC(=O)N[C@@H]1[C@@H](CCC(C1)(F)F)CC(=O)O.FC1=C(C=CC(=C1)F)C1=NC=C(C=C1)C